NC=1C=C(C(=O)OC)C=C(C1)OCC#C methyl 3-amino-5-(prop-2-yn-1-yloxy)benzoate